C(C)(=O)OCCOCCCC 2-ButoxyEthanol Acetate